(3R,7S)-2-(3,4-dichlorobenzoyl)-N,3-dimethyl-10-oxo-9-((S*)-1-(pyridin-2-yl)ethyl)-1,2,3,4,7,8,9,10-octahydropyrido[4',3':3,4]pyrazolo[1,5-a]pyrazine-7-carboxamide ClC=1C=C(C(=O)N2CC=3C(=NN4C3C(N(C[C@H]4C(=O)NC)[C@@H](C)C4=NC=CC=C4)=O)C[C@H]2C)C=CC1Cl |o1:21|